ClC1=CC(=C(C=N1)S(=O)(=O)N1CC(N(C2=CC=CC(=C12)C)C)=O)C 4-[(6-Chloro-4-methyl-3-pyridinyl)sulfonyl]-1,5-dimethyl-3H-quinoxalin-2-one